C(C)N(C1=C(C(=O)O)C=C(C=N1)[N+](=O)[O-])CC 2-(diethylamino)-5-nitronicotinic acid